7-deazaguanosine [C@@H]1([C@H](O)[C@H](O)[C@@H](CO)O1)N1C=CC=2C(=O)NC(N)=NC12